C1CCC2=C(C=3CCCC3C=C12)NC(=O)N=S(=O)(NC(C1=CC=CC=C1)(C1=CC=CC=C1)C1=CC=CC=C1)C=1C=NN2C1OCC2 N'-((1,2,3,5,6,7-hexahydro-s-indacen-4-yl)carbamoyl)-N-trityl-2,3-dihydropyrazolo[5,1-b]oxazole-7-sulfonimidamide